cyclohexylidenedi[N,N-bis(4-methylphenyl)aniline] C1(CCCCC1)(C1=C(N(C2=CC=C(C=C2)C)C2=CC=C(C=C2)C)C=CC=C1)C1=C(N(C2=CC=C(C=C2)C)C2=CC=C(C=C2)C)C=CC=C1